COCOC=1C=C(C2=C(C=CC=C2C1)C#C[Si](C(C)C)(C(C)C)C(C)C)O 3-(methoxymethoxy)-8-((triisopropylsilyl)ethynyl)naphthalen-1-ol